COC=1C(=C(CN2C(C=C(C=C2)C)=C(C#N)C#N)C(=CC1)C)C 2-(1-(3-methoxy-2,6-dimethylbenzyl)-4-methylpyridin-2(1H)-ylidene)malononitrile